(3S)-3-(4-cyanophenyl)-1,2-oxazolidine-2-carboxylic acid tert-butyl ester C(C)(C)(C)OC(=O)N1OCC[C@H]1C1=CC=C(C=C1)C#N